C(C1=CC=CC=C1)ON1C(N(C2=CC=CC=C2C1=O)CC1=CC=C(C(=O)NO)C=C1)=O 4-((3-(benzyloxy)-2,4-dioxo-3,4-dihydroquinazolin-1(2H)-yl)methyl)-N-hydroxybenzamide